COC1=CC=C(C=C1)C(C(=O)N)(C)C 2-(4-methoxyphenyl)-2-methylpropanamide